tert-butyl (1-(5-((2-(3,3-difluoropyrrolidin-1-yl)-4-(2-fluorophenyl)pyridin-3-yl)carbamoyl)pyrimidin-2-yl)azetidin-3-yl)carbamate FC1(CN(CC1)C1=NC=CC(=C1NC(=O)C=1C=NC(=NC1)N1CC(C1)NC(OC(C)(C)C)=O)C1=C(C=CC=C1)F)F